methyl 2-[4-[3-[3,5-dimethoxy-4-(2,2,2-trifluoroethyl-carbamoyl)phenyl] imidazo[1,2-a]pyridin-7-yl]pyrazol-1-yl]acetate COC=1C=C(C=C(C1C(NCC(F)(F)F)=O)OC)C1=CN=C2N1C=CC(=C2)C=2C=NN(C2)CC(=O)OC